C[C@@]12C[C@H](N([C@H]2C1)C(CNC(C1=CC=C(C=C1)OC1=NC=C(C=C1)C(F)(F)F)=O)=O)C(=O)O (1S,3S,5S)-5-methyl-2-((4-((5-(trifluoromethyl)pyridin-2-yl)oxy)benzoyl)glycyl)-2-azabicyclo[3.1.0]hexane-3-carboxylic acid